ClC1=C(C=CC(=C1)Cl)NC(C=C)=O N-(2,4-dichlorophenyl)acrylamide